ClC1=CC=C(C=N1)CN1C(C=CC=C1)=NC(C(F)(F)F)=S N-[1-[(6-chloro-3-pyridyl)methyl]-2-pyridinylidene]-2,2,2-trifluorothioacetamide